(R)-3-(1,3-dioxan-2-yl)-1-(pyrazin-2-yl)propan-1-amine O1C(OCCC1)CC[C@@H](N)C1=NC=CN=C1